C(C1CO1)OC(=O)C1C(CCCC1)C(=O)OCC1CO1 diglycidyl-1,2-cyclohexanedicarboxylate